N1(CCNCC1)C=1C=CC(=NC1)NC=1N=CC2=C(N1)NC(=C2)C(=O)N ((5-(piperazin-1-yl)pyridin-2-yl)amino)-7H-pyrrolo[2,3-d]pyrimidine-6-carboxamide